C1=CC=CC=2C3=CC=CC=C3C(C12)COC(=O)N(C(C(=O)OC(C)(C)C)CCC1=CC(=NC=C1)NC)C tert-Butyl 2-((((9H-fluoren-9-yl)methoxy) carbonyl)(methyl)amino)-4-(2-(methylamino)pyridin-4-yl)butanoate